2,2-dimethyl-5-hydroxy-4-oxo-7-(p-methylbenzenesulfonyloxy)-2,3-dihydrobenzopyran CC1(OC2=C(C(C1)=O)C(=CC(=C2)OS(=O)(=O)C2=CC=C(C=C2)C)O)C